Methyl 2-[[2-fluoro-6-[3-fluoro-2-methoxy-4-(trifluoromethoxy)phenoxy]-3-(trifluoromethyl)benzoyl]amino]pyridine-4-carboxylate FC1=C(C(=O)NC2=NC=CC(=C2)C(=O)OC)C(=CC=C1C(F)(F)F)OC1=C(C(=C(C=C1)OC(F)(F)F)F)OC